NC1CC(C(C(C1)CC1=CC(=C(C=C1)F)F)=O)CC1=CC(=C(C=C1)F)F 4-amino-2,6-bis(3,4-difluorobenzyl)cyclohexan-1-one